2-[5-fluoro-1-(2-fluorobenzyl)-1H-pyrazolo[3,4-b]pyridin-3-yl]-5-nitrosopyrimidine-4,6-diamine FC=1C=C2C(=NC1)N(N=C2C2=NC(=C(C(=N2)N)N=O)N)CC2=C(C=CC=C2)F